5-(2,6-dimethyl-4-nitrophenoxy)-3-isopropyl-1-(4-methylbenzenesulfonyl)indole CC1=C(OC=2C=C3C(=CN(C3=CC2)S(=O)(=O)C2=CC=C(C=C2)C)C(C)C)C(=CC(=C1)[N+](=O)[O-])C